OC1C2(OC(C1OC2)N2C1=NC=NC(=C1N=C2)NC(C2=CC=CC=C2)=O)CO N-{9-[7-hydroxy-1-(hydroxymethyl)-2,5-dioxabicyclo[2.2.1]hept-3-yl]-9H-purin-6-yl}benzamide